C(C1=CC=CC=C1)OC=1C(C(=CN2C1C(N1[C@H](C=CC[C@H]2C1)CO[Si](C)(C)C(C)(C)C)=O)C(=O)NCC1=C(C=C(C=C1F)F)F)=O (3R,7S)-12-(benzyloxy)-3-(((tert-butyldimethylsilyl)oxy)methyl)-1,11-dioxo-N-(2,4,6-trifluorobenzyl)-1,6,7,11-tetrahydro-3H-2,7-methanopyrido[1,2-a][1,4]diazonine-10-carboxamide